CCCCCCCCCCCCC/C=C/[C@H]([C@H](COP(=O)([O-])OCC[N+](C)(C)C)NC(=O)CCCCCCCCCCCC)O The molecule is a sphingomyelin d18:1 in which the acyl group specified is tridecanoyl. It has a role as a mouse metabolite. It derives from a tridecanoic acid.